bismuth(III) zinc(II) [Zn+2].[Bi+3]